C(C)OC(=O)C1=CNC2=C(N=CC=C2C1=O)C1=CC(=CC(=C1)Cl)Cl 8-(3,5-dichlorophenyl)-4-oxo-1,4-dihydro-1,7-naphthyridine-3-carboxylic acid ethyl ester